ClC=1C=C2C3=C(NC2=C(C1)C1=C(C=C(C=C1)OC(C)C)C)C(=NC=C3)C 6-Chloro-8-(4-isopropoxy-2-methyl-phenyl)-1-methyl-9H-pyrido[3,4-b]indole